S(=S)(=O)(OCCN1CN(CN(C1)CCOS(=S)(=O)[O-])CCOS(=S)(=O)[O-])[O-] S'-((1,3,5-triazinane-1,3,5-triyl) tris(ethane-2,1-diyl)) tris(thiosulfate)